(S,2S)-2-(methoxymethyl)-N'-((3-(2-methoxypyridin-4-yl)bicyclo[4.2.0]octa-1(6),2,4-trien-2-yl)carbamoyl)-2,3-dihydropyrazolo[5,1-b]oxazole-7-sulfonimidamide COC[C@@H]1CN2C(O1)=C(C=N2)[S@](=O)(N)=NC(NC=2C=1CCC1C=CC2C2=CC(=NC=C2)OC)=O